CNC(C1=CN=CC(=C1)C=1C=NN2C1N=C(C(=C2)C=2C=NC(=CC2)N2CCN(CC2)C)O[C@@H]2COCC2)=O (S)-N-Methyl-5-(6-(6-(4-methylpiperazin-1-yl)pyridin-3-yl)-5-((tetrahydrofuran-3-yl)oxy)pyrazolo[1,5-a]pyrimidin-3-yl)nicotinamide